tert-butyl((6-(((R)-1-(3-(5-((((1S,3R)-3-hydroxycyclopentyl)amino)methyl)thiophen-2-yl)phenyl)ethyl)carbamoyl)-5-methyl-1H-benzo[d]imidazol-2-yl)methyl)carbamate C(C)(C)(C)OC(NCC1=NC2=C(N1)C=C(C(=C2)C)C(N[C@H](C)C2=CC(=CC=C2)C=2SC(=CC2)CN[C@@H]2C[C@@H](CC2)O)=O)=O